ClC=1C(=NC=C(C1)C(F)(F)F)C(=O)NC(NC1=C(C=C(C=C1C(NC)=O)C)Cl)=O 3-chloro-N-((2-chloro-4-methyl-6-(methylcarbamoyl)phenyl)carbamoyl)-5-(trifluoromethyl)picolinamide